FC1(CC(C1)C#N)COC 3-Fluoro-3-(methoxymethyl)cyclobutanecarbonitrile